O[C@@H]1C[C@@H](CC1)NC(OC(C)(C)C)=O tert-butyl ((1R,3S)-3-hydroxycyclopentyl)carbamate